NC=1C=C2C(=NNC2=CC1)C(=O)NC1=CC=C(C=C1)CN1CCOCC1 5-amino-N-(4-(morpholinomethyl)phenyl)-1H-indazole-3-carboxamide